2-((R)-1-propenoyl-4-((S)-7-(3-hydroxynaphthalen-1-yl)-2-(((S)-1-methylpyrrolidin-2-yl)methoxy)-5,6,7,8-tetrahydroquinazolin-4-yl)piperazin-2-yl)acetonitrile C(C=C)(=O)N1[C@@H](CN(CC1)C1=NC(=NC=2C[C@H](CCC12)C1=CC(=CC2=CC=CC=C12)O)OC[C@H]1N(CCC1)C)CC#N